FC1(CC(C1)C1=NC2=NC=NC(=C2N1)C(=O)NCC1=CC(=CC(=C1)C=1C=NN(C1)C1=CC=C(C=C1)F)F)F 8-(3,3-difluorocyclobutyl)-N-(3-fluoro-5-(1-(4-fluorophenyl)-1H-pyrazol-4-yl)benzyl)-7H-purine-6-carboxamide